Nitroxyl N=O